2-(4-cyanobenzoyl)-1,5-dihydro-4H-benzo[b]azepine-4-One C(#N)C1=CC=C(C(=O)C2=CC(CC3=C(N2)C=CC=C3)=O)C=C1